(4-(3-Oxocyclobutyl)phenyl)boronic acid O=C1CC(C1)C1=CC=C(C=C1)B(O)O